N-methyl-diethyl-cyclohexylammonium hydroxide [OH-].C[N+](C1CCCCC1)(CC)CC